CC1(C)CCCC(C)=C1\C=C\C(\C)=C\C=C\C(\C)=C\C=C\C=C(/C)\C=C\C=C(/C)\C=C\C1=C(C)CCCC1(C)C.[Na] sodium beta-carotene